N-Acetylglycylalanine C(C)(=O)NCC(=O)N[C@@H](C)C(=O)O